isopropyl α-triethoxysilylpropionate C(C)O[Si](C(C(=O)OC(C)C)C)(OCC)OCC